2-chloro-5-fluoro-N,6-dimethyl-pyrimidin-4-amine ClC1=NC(=C(C(=N1)NC)F)C